C(CCCCCCC\C=C/CCCCCCCC)(=O)O.C(C)O.C(C)O.C(C)O triethanol monooleate